CN(CCCNC1=NC2=CC=CC=C2C2=C1SC=1C=CC(=CC1C2=O)OC)C 6-(3-(dimethylamino)propylamino)-10-methoxy-12H-thiochromeno[2,3-c]quinolin-12-one